CN(C=1C=C(C(=O)OC)C=CC1)C methyl meta-dimethylaminobenzoate